tert-butyl 5-{[(2R)-5-hydroxy-2-methylpentyl] amino}-6-nitro-3,4-dihydro-1H-isoquinoline-2-carboxylate OCCC[C@H](CNC1=C2CCN(CC2=CC=C1[N+](=O)[O-])C(=O)OC(C)(C)C)C